C1(CC1)C1=C(OC(=CC1=O)C)SCC 3-cyclopropyl-2-(ethylsulfanyl)-6-methyl-4-oxo-4H-pyran